Cl.C(C)[C@H]1OC2=C(CN(C1)CC=1C=C(C=CC1C)[C@H](C(C(=O)O)(C)C)OCC=1N=NN(C1)C)N=CC=C2 (R)-3-(3-(((R)-2-Ethyl-2,3-dihydropyrido[2,3-f][1,4]oxazepin-4(5H)-yl)methyl)-4-methylphenyl)-2,2-dimethyl-3-((1-methyl-1H-1,2,3-triazol-4-yl)methoxy)propanoic acid Hydrochloride